NC1=NC=C2N(C(N(C2=N1)[C@@H]1O[C@@H]([C@H]([C@H]1O)F)CO)=O)CC1=CC=C(C=O)C=C1 4-((2-Amino-9-((2R,3S,4S,5R)-4-fluoro-3-hydroxy-5-(hydroxymethyl)tetrahydrofuran-2-yl)-8-oxo-8,9-dihydro-7H-purin-7-yl)methyl)benzaldehyd